F[Si-2](F)(F)(F)(F)F fluorosilicate